CC1=C(NC2=CC(=CC=C12)C=1C=NC(=CC1)N1CCNCC1)C1=CC(=NC=C1)C 3-methyl-2-(2-methylpyridin-4-yl)-6-(6-(piperazin-1-yl)pyridin-3-yl)-1H-indole